4-(8-oxo-6-thioxo-5-(4-methylphenyl)-5,7-diazaspiro[3.4]oct-7-yl)-2-trifluoromethyl-benzonitrile O=C1N(C(N(C12CCC2)C2=CC=C(C=C2)C)=S)C2=CC(=C(C#N)C=C2)C(F)(F)F